[Si](C)(C)(C(C)(C)C)O[C@@H]1CN(CCC1)C1=C(C=CC(=C1)F)N[C@H](C)C=1C=C(C=C2C(N(C(=NC12)C1CCOCC1)C)=O)C 8-((R)-1-((2-((S)-3-((tert-butyldimethylsilyl)oxy)piperidin-1-yl)-4-fluorophenyl)amino)ethyl)-3,6-dimethyl-2-(tetrahydro-2H-pyran-4-yl)quinazolin-4(3H)-one